CN(C(OC(C)(C)C)=O)C1CCN(CC1)C1=CC=CC=2NC[C@H](OC21)C tert-butyl N-methyl-N-[1-[(2R)-2-methyl-3,4-dihydro-2H-1,4-benzoxazin-8-yl]-4-piperidyl]carbamate